trans-4-(((trans-4-(3-Cyano-4-methoxyphenyl)cyclohexyl) methyl)(4-(2-cyclopropylthiazol-5-yl)pyridin-2-yl)carbamoyl)cyclohexyl methylcarbamate CNC(O[C@@H]1CC[C@H](CC1)C(N(C1=NC=CC(=C1)C1=CN=C(S1)C1CC1)C[C@@H]1CC[C@H](CC1)C1=CC(=C(C=C1)OC)C#N)=O)=O